C(OC1(CCC1)C)(OC1=CC=C(C=C1)[N+](=O)[O-])=O 1-Methylcyclobutyl (4-nitrophenyl) carbonate